C1=CC=CC=2C3=CC=CC=C3C(C12)COC(=O)NC(C)C1=CC(=C(OCCCC(=O)O)C=C1[N+](=O)[O-])OC 4-{4-[1-(9-fluorenylmethoxycarbonylamino)ethyl]-2-methoxy-5-nitrophenoxy}butanoic acid